2,4-dimethoxy-5-[(4-methoxyphenyl)methylsulfanyl]pyridine COC1=NC=C(C(=C1)OC)SCC1=CC=C(C=C1)OC